ClC=1C2=C(N=C(N1)NC)N(C=C2)S(=O)(=O)CC2=CC=CC=C2 4-Chloro-N-methyl-7-toluenesulfonyl-7H-pyrrolo[2,3-d]pyrimidin-2-amine